ClC1=NC(=NC(=C1)C1=CC=C(C=C1)C(F)(F)F)C=1C=NC=CC1 4-chloro-2-(pyridin-3-yl)-6-(4-(trifluoromethyl)phenyl)pyrimidine